BrC1=C2C(=C(NC2=CC=C1)I)F 4-bromo-3-fluoro-2-iodo-1H-indole